bis((3,4-epoxyhexyl) methyl) adipate C(CCCCC(=O)OCCCC1C(CC)O1)(=O)OCCCC1C(CC)O1